(E)-2-(3-(1-cyano-1-(6-methoxy-3H-imidazo[4,5-c]pyridin-2-yl)prop-1-en-2-yl)-2,5-dimethyl-1H-pyrrol-1-yl)-5-methylthiophene-3-carbonitrile C(#N)/C(=C(/C)\C1=C(N(C(=C1)C)C=1SC(=CC1C#N)C)C)/C1=NC2=C(C=NC(=C2)OC)N1